OC1=C(C=C(C=C1)S(=O)(=O)C1=CC(=C(C=C1)O)C)C bis(4-hydroxy-3-methylphenyl) Sulfone